CN1CC(CCC1)C1=CC2=C(C(NN=C2)=O)C=N1 7-(1-methylpiperidin-3-yl)pyrido[3,4-d]pyridazin-4(3H)-one